COC(C)(C)C1=CC=CC=2N1N=NN2 5-(2-methoxypropan-2-yl)tetrazolo[1,5-a]pyridine